tetracontyl laurate C(CCCCCCCCCCC)(=O)OCCCCCCCCCCCCCCCCCCCCCCCCCCCCCCCCCCCCCCCC